C(C)(C)(C)N(C(O)=O)CC1=C(C=C(C=C1)C=1C=2N(C=C(N1)OCCOC)N=CC2)C.N2C(CC=CC2)C=2C=NC=CC2 3-(1,2,3,6-tetrahydropyridin-2-yl)pyridine tert-butyl-(4-(6-(2-methoxyethoxy)pyrazolo[1,5-a]pyrazin-4-yl)-2-methylbenzyl)carbamate